O=C1NC2=C(OC13CN(CC3)C#N)N=CC(=C2)C2=CC=CC=C2 2-oxo-7-phenyl-1,2-dihydrospiro[pyrido[2,3-b][1,4]oxazine-3,3'-pyrrolidine]-1'-carbonitrile